N-(tert-butoxycarbonyl)-N,β,β,1-tetramethyl-L-tryptophyl-N-[(3S,4E)-6-{[(1R)-1,3-dicarboxypropyl]amino}-2,5-dimethyl-6-oxohex-4-en-3-yl]-N,3-dimethyl-L-valinamide C(C)(C)(C)OC(=O)N([C@@H](C(C1=CN(C2=CC=CC=C12)C)(C)C)C(=O)N[C@@H](C(C)(C)C)C(=O)N(C)[C@@H](C(C)C)\C=C(\C(=O)N[C@H](CCC(=O)O)C(=O)O)/C)C